NC1=C(NC[C@@H]2N(CC2)C(=O)OC(C)(C)C)C=C(C=C1)C(=O)OC(C)(C)C tert-butyl (2R)-2-[(2-amino-5-tert-butoxycarbonyl-anilino)methyl]azetidine-1-carboxylate